O=S1(CC(C1)NC(C1=C(C=C(C=C1OC)C1=CN=C2N1C=CC(=C2)C=2C=NN(C2)C)OC)=O)=O N-(1,1-dioxothietan-3-yl)-2,6-dimethoxy-4-[7-(1-methylpyrazol-4-yl)imidazo[1,2-a]pyridin-3-yl]benzamide